O[C@H]1CN(CC1)CC1=NN=C(O1)C=1C(=C(C=CC1)C1=C(C(=CC=C1)C=1OC2=C(N1)C=C(C=C2)C=O)C)C (R)-2-(3'-(5-((3-hydroxypyrrolidin-1-yl)methyl)-1,3,4-oxadiazol-2-yl)-2,2'-dimethyl-[1,1'-biphenyl]-3-yl)benzo[d]oxazole-5-carbaldehyde